3,5-diacetylamino-2,4,6-triiodobenzoic acid C(C)(=O)NC=1C(=C(C(=O)O)C(=C(C1I)NC(C)=O)I)I